1,1'-((1r,4r)-Cyclohexane-1,4-diyl)bis(3-(benzyloxy)-2-methylpyridin-4(1H)-one) C1(CCC(CC1)N1C(=C(C(C=C1)=O)OCC1=CC=CC=C1)C)N1C(=C(C(C=C1)=O)OCC1=CC=CC=C1)C